tert-butyl (S)-2-(5-(azetidin-1-ylsulfonyl)-6-(benzyloxy)-2-(3-((tert-butyldimethylsilyl)oxy)pyrrolidin-1-yl)pyridin-3-yl)-1H-indole-1-carboxylate N1(CCC1)S(=O)(=O)C=1C=C(C(=NC1OCC1=CC=CC=C1)N1C[C@H](CC1)O[Si](C)(C)C(C)(C)C)C=1N(C2=CC=CC=C2C1)C(=O)OC(C)(C)C